(R)-3-hydroxy-1,2-dimethylpyridin-4(1H)-one OC1=C(N(C=CC1=O)C)C